BrC(C(=O)NC=1SC(=CN1)OC1=CC=C(C=C1)F)C 2-bromo-N-[5-(4-fluorophenoxy)-1,3-thiazol-2-yl]propanamide